N1(N=NC2=C1C=CC=C2)O[P+](N(C)C)(N(C)C)N(C)C.F[P-](F)(F)(F)(F)F.CN(C)[PH+](N(C)C)N(C)C.F[P-](F)(F)(F)(F)F tris(dimethylamino)phosphonium hexafluorophosphate (benzotriazol-1-yloxy)tris(dimethylamino)phosphonium salt